BrC=1C(N(C(=NC1)NC(C)C)C)=O 5-bromo-2-(isopropylamino)-3-methylpyrimidin-4(3H)-one